(E)-2-(3-(2-cyano-2-(1-methyl-1H-benzo[d]imidazol-2-yl)vinyl)-2,5-dimethyl-1H-pyrrol-1-yl)-4,5-dimethylfuran-3-carbonitrile C(#N)\C(=C/C1=C(N(C(=C1)C)C=1OC(=C(C1C#N)C)C)C)\C1=NC2=C(N1C)C=CC=C2